4-benzyloxy-5-chloro-8-fluoro-1,6-naphthyridine C(C1=CC=CC=C1)OC1=CC=NC2=C(C=NC(=C12)Cl)F